3,3'-dihydroxyl-2,2'-binaphthyl OC=1C(=CC2=CC=CC=C2C1)C1=CC2=CC=CC=C2C=C1O